N[C@@H](CC(O)=O)C(=O)N[C@@H](CC(N)=O)C(=O)O L-α-aspartyl-L-asparagine